3-hydroxy-1-aminoacetone Phosphate P(=O)(O)(O)O.OCC(CN)=O